3-(2-aminothiazole-4-yl)benzonitrile NC=1SC=C(N1)C=1C=C(C#N)C=CC1